C(C)(=O)OC[C@H]1O[C@H]([C@H]([C@@H]([C@@H]1CC(=O)O)CC(=O)O)CC(=O)O)OC1=CC(=CC=C1)N1C(=NC2=CC(=CC=C2C1=O)F)C (2S,3S,4R,5S,6S)-2-(acetoxymethyl)-6-(3-(7-fluoro-2-methyl-4-oxoquinazolin-3(4H)-yl)phenoxy)tetrahydro-2H-pyran-3,4,5-triacetic acid